ClC1=C(C=C(C=C1)C=1C=C2C(=NC1)C=NN2CC=2OC(=NN2)C)C(F)F 2-[[6-[4-Chloro-3-(difluoromethyl)phenyl]pyrazolo[4,3-b]pyridin-1-yl]methyl]-5-methyl-1,3,4-oxadiazole